CCCCCCCCC(/C=C/C=C/C=C\C(CCCC(=O)O)O)O 5S,12R-dihydroxy-6Z,8E,10E-eicosatrienoic acid